ClC1=CC=C(C=C1)[C@H](C)OC1=C(NC(=C1)C=1NC(=CN1)C)C(=O)NC (S)-3-(1-(4-chlorophenyl)ethoxy)-N-methyl-5-(5-methyl-1H-imidazol-2-yl)-1H-pyrrole-2-carboxamide